(2S,4R)-N-[(5-cyclopropyloxazol-4-yl)methyl]-1-[(2S)-2-(4-cyclopropyltriazol-1-yl)-3,3-dimethyl-butanoyl]-4-hydroxy-pyrrolidine-2-carboxamide C1(CC1)C1=C(N=CO1)CNC(=O)[C@H]1N(C[C@@H](C1)O)C([C@H](C(C)(C)C)N1N=NC(=C1)C1CC1)=O